NC1=C(C=C(C(=O)NC=2C=NC(=CC2)C)C=C1)C 4-amino-3-methyl-N-(6-methylpyridin-3-yl)benzamide